(4-(4-((2-amino-2,4-dimethylpentyl)oxy)-2,3-dimethylphenyl)pyridin-2-yl)carbamic acid methyl ester COC(NC1=NC=CC(=C1)C1=C(C(=C(C=C1)OCC(CC(C)C)(C)N)C)C)=O